FC1=NC=CC(=C1)C1=CC(=C(OC[C@](CC(C)C)(N)C)C=C1)C (S)-1-(4-(2-fluoropyridin-4-yl)-2-methylphenoxy)-2,4-dimethylpentan-2-amine